FC=1C(=CC(=NC1)OC)C1=CC(=NN1)C(=O)N1C2(CC2)C[C@H](CC1)C(=O)NC1CCC2(CCC(N2C)=O)CC1 (S)-4-(5-(5-fluoro-2-methoxypyridin-4-yl)-1H-pyrazole-3-carbonyl)-N-((5r,8S)-1-methyl-2-oxo-1-azaspiro[4.5]decan-8-yl)-4-azaspiro[2.5]octane-7-carboxamide